C1(CCCC1)C(C(C(C(=O)[O-])(C1CCCC1)C1CCCC1)(O)C(=O)[O-])C(=O)[O-] Tricyclopentylcitrat